N1=CN=CC=2C1=NC(CC2)=O.[P] phosphorus pyrido[2,3-d]pyrimidine-7-one